N-undecylbenzene-1,3-diamine C(CCCCCCCCCC)NC1=CC(=CC=C1)N